3,3-dibromo-7-chloro-1,3-dihydro-2H-pyrrolo[2,3-c]pyridin-2-one BrC1(C(NC2=C(N=CC=C21)Cl)=O)Br